N,N-Bis(4-hydroxybutyl)methacrylamide OCCCCN(C(C(=C)C)=O)CCCCO